1-(isopropylsulfinyl)-2-(5-(p-tolyl)-1H-imidazol-2-yl)piperidine C(C)(C)S(=O)N1C(CCCC1)C=1NC(=CN1)C1=CC=C(C=C1)C